BrNC1=CC(=C(C=C1C)F)Cl bromo-3-chloro-4-fluoro-6-methyl-phenylamine